1-Methyl-4-(propan-2-ylidene)cyclohexyl-2-hydroxybenzoat CC1(CCC(CC1)=C(C)C)OC(C1=C(C=CC=C1)O)=O